ethyl (E)-3-(2-methylthiazol-4-yl)acrylate CC=1SC=C(N1)/C=C/C(=O)OCC